FC=1C=C2C(C=CN3C2=C(C1N1CCN(CC1)CC=1OC(OC1C)=O)OCC3C)=O 9-fluoro-3-methyl-10-(4-((5-methyl-2-oxo-1,3-dioxol-4-yl)methyl)piperazin-1-yl)-2H-[1,4]oxazino[2,3,4-ij]quinolin-7(3H)-one